pentacesium triphosphate [O-]P([O-])(=O)OP(=O)([O-])OP(=O)([O-])[O-].[Cs+].[Cs+].[Cs+].[Cs+].[Cs+]